tert-butyl (3S)-3-[(1R)-2-[[2-ethoxy-6-(4-methoxycarbonylpiperazin-1-yl)pyridine-3-carbonyl]amino]-1-hydroxy-ethyl]-7-(methoxymethoxy)-3,4-dihydro-1H-isoquinoline-2-carboxylate C(C)OC1=NC(=CC=C1C(=O)NC[C@@H](O)[C@H]1N(CC2=CC(=CC=C2C1)OCOC)C(=O)OC(C)(C)C)N1CCN(CC1)C(=O)OC